CC1=C(NC2=CC=CC=C12)CC(C)N 1-(3-methyl-1H-indol-2-yl)propan-2-amine